3-([1,1'-biphenyl]-4-yl)octahydropyrido[2,1-c][1,4]oxazine C1(=CC=C(C=C1)C1CN2C(CO1)CCCC2)C2=CC=CC=C2